(R)-N-(1-(3-((difluoromethyl)sulfonamido)phenyl)-2-morpholinoethyl)-5-(6-ethoxypyrazin-2-yl)thiazole-2-carboxamide FC(S(=O)(=O)NC=1C=C(C=CC1)[C@H](CN1CCOCC1)NC(=O)C=1SC(=CN1)C1=NC(=CN=C1)OCC)F